ClC1=C2N(C(C(=C1)NC1=CC(=NC=N1)NC#N)=O)C(NC2=O)(C)C2=CC(=CC=C2)Cl N-(6-((8-chloro-3-(3-chlorophenyl)-3-methyl-1,5-dioxo-1,2,3,5-tetrahydroimidazo[1,5-a]pyridin-6-yl)amino)pyrimidin-4-yl)cyanamide